tris-stearylphenyl ether C(CCCCCCCCCCCCCCCCC)C1=C(C(=C(C=C1)OC1=C(C(=C(C=C1)CCCCCCCCCCCCCCCCCC)CCCCCCCCCCCCCCCCCC)CCCCCCCCCCCCCCCCCC)CCCCCCCCCCCCCCCCCC)CCCCCCCCCCCCCCCCCC